1-((2-chlorothiazol-5-yl)methyl)-3-(1,2-dimethyl-1H-indol-3-yl)-9-methyl-4-oxo-4H-pyrido[1,2-a]pyrimidinium ClC=1SC(=CN1)C[N+]1=C2N(C(C(=C1)C1=C(N(C3=CC=CC=C13)C)C)=O)C=CC=C2C